2-[4-[5-Amino-4-cyano-1-(1,1,1-trifluoro-2-methylpropan-2-yl)pyrazol-3-yl]phenyl]propanoic acid NC1=C(C(=NN1C(C(F)(F)F)(C)C)C1=CC=C(C=C1)C(C(=O)O)C)C#N